1-{3-[(1H-Imidazol-1-yl)methyl]-4-phenoxyphenyl}-3-(4-methoxyphenyl)-1,3,5-triazinan-2,4,6-trion N1(C=NC=C1)CC=1C=C(C=CC1OC1=CC=CC=C1)N1C(N(C(NC1=O)=O)C1=CC=C(C=C1)OC)=O